ClC1=NC(=CC(=C1)C=1C(=NN2C1N=C(C=C2)C(=O)NCC2CNCCO2)C2=CC(=CC=C2)C#N)C 3-(2-Chloro-6-methyl-4-pyridyl)-2-(3-cyanophenyl)-N-(morpholin-2-ylmethyl)pyrazolo[1,5-a]pyrimidine-5-carboxamide